N-(4-(4-Amino-6-ethynyl-5-(quinolin-3-yl)-7H-pyrrolo[2,3-d]pyrimidin-7-yl)bicyclo-[2.2.1]heptan-1-yl)-[1,2,4]triazolo[1,5-a]pyrimidin-6-carboxamide NC=1C2=C(N=CN1)N(C(=C2C=2C=NC1=CC=CC=C1C2)C#C)C21CCC(CC2)(C1)NC(=O)C=1C=NC=2N(C1)N=CN2